4-[(4-aminocyclohexyl)methyl]-[4-[(4-aminocyclohexyl)methyl]cyclohexyl]-cyclohexylamine NC1CCC(CC1)CC1CCC(CC1)NC1CCC(CC1)CC1CCC(CC1)N